1,1-bis(4-(5-(benzyloxy)nonan-5-yl)phenyl)-N-(bis(4-(5-(benzyloxy)nonan-5-yl)phenyl)phosphaneyl)-N-cyclohexylphosphanamine C(C1=CC=CC=C1)OC(CCCC)(CCCC)C1=CC=C(C=C1)P(N(C1CCCCC1)P(C1=CC=C(C=C1)C(CCCC)(CCCC)OCC1=CC=CC=C1)C1=CC=C(C=C1)C(CCCC)(CCCC)OCC1=CC=CC=C1)C1=CC=C(C=C1)C(CCCC)(CCCC)OCC1=CC=CC=C1